C(#N)[C@H]1N(CSC1)C(CNC(=O)C1=CC=NC2=CC=C(C=C12)N1CC(C1)(CF)F)=O (R)-N-(2-(4-Cyanothiazolidin-3-yl)-2-oxoethyl)-6-(3-fluoro-3-(fluoromethyl)azetidin-1-yl)quinoline-4-carboxamide